C(C)(C)(C)C1=C(C=CC=C1)B(O)O tert-butylphenyl-boronic acid